ClC=1C=C(C=NC1OC)C1=CC=C(CN2C=CC3=C(C=CC(=C23)C(=O)NC2CC3(CCC3)C2)F)C=C1 (Sa)-6-(1-(4-(5-Chloro-6-methoxypyridin-3-yl)benzyl)-4-fluoro-1H-indol-7-carboxamido)-spiro[3.3]heptan